ClC=1N(C(=C(N1)C1=CC=C(C=C1)Cl)C1=CC(=NC=C1)C(F)F)CC(=O)N1CCC2(CNC2)CC1 2-[2-chloro-4-(4-chlorophenyl)-5-[2-(difluoromethyl)-4-pyridyl]imidazol-1-yl]-1-(2,7-diazaspiro[3.5]nonan-7-yl)ethanone